Cl.C(CCC)C1=C(C2=C(N=C(N=C2NCC)C)N1C1=C(C=C(C=C1C)C)C)C butyl-N-ethyl-2,5-dimethyl-7-(2,4,6-trimethylphenyl)-7H-pyrrolo[2,3-d]pyrimidin-4-amine hydrochloride